[Mo].C1(=CC=CC=C1)P([C-]1C=CC=C1)C1=CC=CC=C1.[C-]1(C=CC=C1)P(C1=CC=CC=C1)C1=CC=CC=C1.[Fe+2] (1,1'-bis(diphenylphosphino)ferrocene) molybdenum